1-Cyclopropyl-2-(6-ethylpyridazin-4-yl)-6-fluoro-1H-benzo[d]imidazole C1(CC1)N1C(=NC2=C1C=C(C=C2)F)C2=CN=NC(=C2)CC